3-(2,6-dichloro-benzyloxy)-5-(1H-indol-5-yl)-pyridin-2-ylamine ClC1=C(COC=2C(=NC=C(C2)C=2C=C3C=CNC3=CC2)N)C(=CC=C1)Cl